CC(CC)CC(CCCCC)C 3,5-dimethyldecane